(S)-1-HYDROXYHEPT-6-ENE-3-SULFONAMIDE OCC[C@H](CCC=C)S(=O)(=O)N